FC1=CC2=C(N(CS2)C(=O)OC2=CC=C(C=C2)[N+](=O)[O-])C=C1 4-nitrophenyl 6-fluoro-2,3-dihydrobenzo[d][1,3]thiazole-3-carboxylate